Bromoadamantane C1C2CC3CC1CC(C2)(C3)Br